COC(=O)C=1C(=CC(=C(C1)N1C(CN(CC1)C(=O)OC(C)(C)C)CC=O)C=C)[N+](=O)[O-] tert-butyl 4-(5-(methoxycarbonyl)-4-nitro-2-vinylphenyl)-3-(2-oxoethyl)-piperazine-1-carboxylate